2-(hydroxymethyl)propionic acid OCC(C(=O)O)C